N-[(2-amino-7-cyano-1-methyl-benzimidazol-5-yl)methyl]-N-(1-cyano-2-naphthyl)acetamide NC1=NC2=C(N1C)C(=CC(=C2)CN(C(C)=O)C2=C(C1=CC=CC=C1C=C2)C#N)C#N